bis(dicyclobutylbismuthanyl)amine C1(CCC1)[Bi](C1CCC1)N[Bi](C1CCC1)C1CCC1